N1(CCCC1)C(=O)N pyrrolidine-amide